methyl 5-bromo-1-(tetrahydro-2H-pyran-2-yl)-1H-indazole-3-carboxylate BrC=1C=C2C(=NN(C2=CC1)C1OCCCC1)C(=O)OC